N-(3-fluorobenzenyl)aniline FC=1C=C(C=CC1)NC1=CC=CC=C1